ethylene glycol ditetracosanate C(CCCCCCCCCCCCCCCCCCCCCCC)(=O)OCCOC(CCCCCCCCCCCCCCCCCCCCCCC)=O